C1(CC1)C1=NC(=CC(=C1)C1=C(C=C(C#N)C=C1)C1=NN=CN1C)N1C(C2=CC(=CC(=C2C1)C(F)(F)F)CNCCOC)=O 4-[2-cyclopropyl-6-(6-{[(2-methoxyethyl)amino]methyl}-1-oxo-4-(trifluoromethyl)-3H-isoindol-2-yl)pyridin-4-yl]-3-(4-methyl-1,2,4-triazol-3-yl)benzonitrile